dicaprylyl ether C(CCCCCCC)(=O)OC(CCCCCCC)=O